2-(2-chlorophenoxy)-N-ethylethan-1-amine ClC1=C(OCCNCC)C=CC=C1